(1-(5-cyclopropylpyrazin-2-yl)ethyl)-4-(propan-1-yn-1-yl)-1H-indazole-7-carboxylic acid C1(CC1)C=1N=CC(=NC1)C(C)N1N=CC2=C(C=CC(=C12)C(=O)O)C#CC